6-dimethylamino-N-[3-(7-{[(3S,4R)-3-fluoro-1-methylpiperidin-4-yl]amino}-3-(2,2,2-trifluoroethyl)pyrazolo[1,5-a]pyridin-2-yl)prop-2-yn-1-yl]pyridine-3-carboxamide CN(C1=CC=C(C=N1)C(=O)NCC#CC1=NN2C(C=CC=C2N[C@H]2[C@H](CN(CC2)C)F)=C1CC(F)(F)F)C